CN1C(=NN=C1)C(C=1C=C(C=CC1)N1C(C2=CC(=CC(=C2C1)C(F)(F)F)[C@H](C)NC1(CCC1)C)=O)C1COC1 2-(3-((4-methyl-4H-1,2,4-triazol-3-yl)(oxetan-3-yl)methyl)phenyl)-6-((S)-1-((1-methylcyclobutyl)amino)ethyl)-4-(trifluoromethyl)isoindolin-1-one